Ethyl 6-chloro-3-(1-((1-(2-((4-methylphenyl)sulfonamido)ethyl)piperidin-4-yl)methyl)-1H-1,2,3-triazol-4-yl)-1H-indole-2-carboxylate ClC1=CC=C2C(=C(NC2=C1)C(=O)OCC)C=1N=NN(C1)CC1CCN(CC1)CCNS(=O)(=O)C1=CC=C(C=C1)C